NC/C(/CN1N=CN(C1=O)C=1C(=CC(=NC1)C=1C=NC(=CC1)N1CCOCC1)C)=C\F 2-[(2E)-2-(aminomethyl)-3-fluoroprop-2-en-1-yl]-4-[4-methyl-6'-(morpholin-4-yl)-2,3'-bipyridin-5-yl]-2,4-dihydro-3H-1,2,4-triazol-3-one